2-(chloromethyl)-5-methylthiophene ClCC=1SC(=CC1)C